OC1(CCN(CC1)C1=CC=C(C=C1)NC1=CC2=C(N(C(N2C)=O)C)C=C1)C(F)(F)F 5-((4-(4-hydroxy-4-(trifluoromethyl)piperidin-1-yl)phenyl)amino)-1,3-dimethyl-1,3-dihydro-2H-benzo[d]imidazol-2-one